[Mo].[Ni].[Fe] iron-nickel molybdenum